2-Iodo-3-methyl-6-(trifluoromethyl)-3H-imidazo[4,5-b]pyridin IC1=NC=2C(=NC=C(C2)C(F)(F)F)N1C